BrC[C@@H]1CC[C@@H](CC1)O[Si](C)(C)C(C)(C)C cis-1-(Bromomethyl)-4-[[(1,1-dimethylethyl)dimethylsilyl]oxy]cyclohexane